Cl.Cl.CN1N=CC(=C1)C=1C=C(C=2N(C1)N=CC2)C=2C=NC(=CC2)N2CCNCC2 6-(1-methyl-1H-pyrazol-4-yl)-4-(6-(piperazin-1-yl)pyridin-3-yl)pyrazolo[1,5-a]pyridine dihydrochloride